ClC=1C(=NC(=NC1)N1CC(C[C@@H](C1)O)(F)F)NC1=CC=2C3=C(C(N(C2C=C1)C)=O)OCC([C@@H](N3)C3CC3)(F)F (S)-10-((5-Chloro-2-((S)-3,3-difluoro-5-hydroxypiperidin-1-yl)pyrimidin-4-yl)amino)-2-cyclopropyl-3,3-difluoro-7-methyl-1,2,3,4-tetrahydro-[1,4]oxazepino[2,3-c]chinolin-6(7H)-on